5-(3-(2-methoxyethyl)-2-methyl-3H-imidazo[4,5-b]pyridin-5-yl)-N-((tetrahydrofuran-2-yl)methyl)pyrrolo[2,1-f][1,2,4]triazin-2-amine COCCN1C(=NC=2C1=NC(=CC2)C=2C=CN1N=C(N=CC12)NCC1OCCC1)C